(1R,4R)-4-(6-bromo-5-methoxybenzo[d]Thiazol-2-yl)cyclohexanecarboxylic acid methyl ester COC(=O)C1CCC(CC1)C=1SC2=C(N1)C=C(C(=C2)Br)OC